N1C(=NC2=C1C=CC=C2)C2=CC(=NN2CCOC)NC(C2=CC=C(C=C2)N2CCN(CC2)C)=O N-[5-(1H-benzimidazol-2-yl)-1-(2-methoxyethyl)pyrazol-3-yl]-4-(4-methylpiperazin-1-yl)benzamide